C(CCC)C(CCC)P(O)(O)=O butylbutyl-Phosphonic acid